C1(CCCC1)CC=1OC(=CN1)C=1C=CC(=NC1N1CC=2N(CC1)C=CN2)C#N 5-(2-(cyclopentylmethyl)oxazol-5-yl)-6-(5,6-dihydroimidazo[1,2-a]pyrazin-7(8H)-yl)picolinonitrile